Diethyl {[(phenylmethyl)amino]carbonyl}propanedioate C1(=CC=CC=C1)CNC(=O)C(C(=O)OCC)C(=O)OCC